3-[4-[3-methyl-5-(1H-pyrazol-4-yl)piperazin-1-yl]pyrimidin-2-yl]-6-(trifluoromethyl)imidazo[1,2-a]pyridine CC1CN(CC(N1)C=1C=NNC1)C1=NC(=NC=C1)C1=CN=C2N1C=C(C=C2)C(F)(F)F